4-cyclopropoxy-6-methylpyridine-3-carboxylic acid C1(CC1)OC1=C(C=NC(=C1)C)C(=O)O